Tert-butyl (S)-4-(7-(2-amino-6-fluorophenyl)-2-(((S)-1-methylpyrrolidin-2-yl) methoxy)-8-oxo-6-(trifluoromethyl)-8H-pyrido[2,1-f][1,2,4]triazin-4-yl)-3-methylpiperazine-1-carboxylate NC1=C(C(=CC=C1)F)C1=C(C=C2C(=NC(=NN2C1=O)OC[C@H]1N(CCC1)C)N1[C@H](CN(CC1)C(=O)OC(C)(C)C)C)C(F)(F)F